FC(C1=NC2=C(N1)C=CC=C2C=O)(F)F 2-(TRIFLUOROMETHYL)-1H-BENZO[D]IMIDAZOLE-4-CARBALDEHYDE